C1(=CC=CC=C1)CC1=CN=C2N1C=CC=C2C=2C=1N(C(=NC2)NCC2=C(C=CC3=C2CCO3)F)C=NN1 8-(3-phenylmethylimidazo[1,2-a]pyridin-8-yl)-N-((5-fluoro-2,3-dihydrobenzofuran-4-yl)methyl)-[1,2,4]triazolo[4,3-c]pyrimidin-5-amine